(S)-5-(azetidin-3-yl)-3-(2-(3,3-difluoro-2-methylazetidine-1-Yl)-7,7-difluoro-6,7-dihydro-5H-cyclopenta[d]pyrimidin-4-yl)-1,2,4-oxadiazole N1CC(C1)C1=NC(=NO1)C=1C2=C(N=C(N1)N1[C@H](C(C1)(F)F)C)C(CC2)(F)F